2-[(2-bromo-5-methyl-imidazol-1-yl)methoxy]ethyl-trimethyl-silane BrC=1N(C(=CN1)C)COCC[Si](C)(C)C